2-propylimidazole-4,5-dinitrile C(CC)C=1NC(=C(N1)C#N)C#N